[Cu+2].[Cu+] Copper (I)-Copper (II)